N1CC(C1)CC=1N=C2N(C=CC=C2)C1 2-(azetidin-3-ylmethyl)imidazo[1,2-a]Pyridine